C(C1=CC=CC=C1)OCC1CCCC(C1)=O 5-[(benzyloxy)methyl]-cyclohexanone